ClC1=NC(=C(C=O)C(=C1)OC)C 6-chloro-4-methoxy-2-methyl-nicotinaldehyde